4-(2-((4,4-difluorocyclohexyl)amino)-6-(3-methyl-1H-pyrazol-1-yl)pyridin-4-yl)-1-methylpiperidin-4-ol FC1(CCC(CC1)NC1=NC(=CC(=C1)C1(CCN(CC1)C)O)N1N=C(C=C1)C)F